C(C(NC(=O)C1=CC=CC=C1)([2H])[2H])(=O)O hippuric acid-d2